E-benzoyl-difluoroethylene iodide C(C1=CC=CC=C1)(=O)C(C(F)I)(F)I